methyl 6-acetyl-4-amino-7-(1-methylcyclopropyl)-7H-pyrrolo[2,3-d]pyrimidine-5-carboxylate C(C)(=O)C1=C(C2=C(N=CN=C2N)N1C1(CC1)C)C(=O)OC